FC=1C(=NC2=C(C(=CC=C2C1)C(=O)O)F)C1=CC=CC=C1 3,8-difluoro-2-phenylquinoline-7-carboxylic acid